N1=CC=C(C=C1)C=1C=C(C=CC1)C1=NC2=CC(=NC=C2C=C1)CN1C(C2=CC=CC=C2C1=O)=O 2-((2-(3-(pyridin-4-yl)phenyl)-1,6-naphthyridin-7-yl)methyl)isoindoline-1,3-dione